Cyclopropyl(methyl)((6-((R)-3-methylmorpholino)-2-(1H-pyrrolo[2,3-b]pyridin-4-yl)pyrimidin-4-yl)imino)-λ6-sulfanone C1(CC1)S(=O)(=NC1=NC(=NC(=C1)N1[C@@H](COCC1)C)C1=C2C(=NC=C1)NC=C2)C